2H-pyran-2,4,5-triyl triacetate C(C)(=O)OC1OC=C(C(=C1)OC(C)=O)OC(C)=O